1-methyl-N1-neopentylbenzene-1,4-diamine CC1(CC=C(C=C1)N)NCC(C)(C)C